C(C)(C)(C)OC(=O)N1CC(C1)(C(=O)O)C 1-(tert-butoxycarbonyl)-3-methylazetidine-3-carboxylic acid